ClC=1C(=NC(=NC1)N[C@@H]1CC[C@H](CC1)NC(=O)C1CCN(CC1)C1CCNCC1)C=1C=C(C=CC1)C1=CC=C(C=C1)F trans-N-(4-((5-chloro-4-(4'-fluoro-[1,1'-biphenyl]-3-yl)pyrimidin-2-yl)amino)cyclohexyl)-[1,4'-bipiperidine]-4-carboxamide